(R)-1-(4-fluorophenyl)-1,2,3,4-tetrahydroisoquinoline FC1=CC=C(C=C1)[C@H]1NCCC2=CC=CC=C12